2-(chloromethyl)pyrimidine hydrogen chloride Cl.ClCC1=NC=CC=N1